C(CC)(=S)S.ON1C(CCC1=O)=O N-hydroxysuccinimide Dithiopropionate